7-bromo-2-chloro-4-methylsulfanyl-furo[3,2-d]pyrimidine BrC1=COC2=C1N=C(N=C2SC)Cl